NCC=1C=C(C=CC1)C=1C=CC2=C(C(=NO2)COC2=C(C=CC=C2)CC(=O)OCC)C1 ethyl 2-(2-((5-(3-(aminomethyl)phenyl)benzo[d]isoxazol-3-yl)methoxy)phenyl)acetate